ethylenebis-(2-aziridinylpropionate) C(CC(C(=O)[O-])(C)N1CC1)C(C(=O)[O-])(C)N1CC1